N-(5-(((2S,4R)-2-methyl-4-((5-methylthieno[2,3-d]pyrimidin-2-yl)oxy)pyrrolidin-1-yl)methyl)thiazol-2-yl)acetamide C[C@@H]1N(C[C@@H](C1)OC=1N=CC2=C(N1)SC=C2C)CC2=CN=C(S2)NC(C)=O